ClC1=C(C=C(C=N1)C1=CC=CC=2N1N=CC2C(=O)N2CCCCC2)F (7-(6-chloro-5-fluoropyridin-3-yl)pyrazolo[1,5-a]pyridin-3-yl)(piperidin-1-yl)methanone